5-Chloro-N-(2-(3,3-dimethylbutyl)-2-azaspiro[3.5]nonan-7-yl)-1-ethyl-3-(5-methylisoxazol-3-yl)-1H-pyrazole-4-carboxamide ClC1=C(C(=NN1CC)C1=NOC(=C1)C)C(=O)NC1CCC2(CN(C2)CCC(C)(C)C)CC1